P(=O)(OC(C)(C)C)(OC(C)(C)C)OC1=CC=C(C=C1)C=O di-tert-butyl (4-formylphenyl) phosphate